2-cyanoethylaminopropyl-methyl-diethoxysilane C(#N)CCNCCC[Si](OCC)(OCC)C